C(O)(=O)OC(C(C(F)(F)O)(F)F)(F)F perfluoro-1,3-propylene glycol carbonate